ClC1=CC=C(C=C1)C1=C(C=C(C=C1)C1=NNC(OC1)=O)C(F)F 5-[4'-Chloro-2-(difluoromethyl)[1,1'-biphenyl]-4-yl]-3,6-dihydro-2H-1,3,4-oxadiazin-2-one